ClC1=NC=2N(C=C1)N=CC2NC([O-])=O {5-chloropyrazolo[1,5-a]pyrimidin-3-yl}carbamate